ClC=1C2=C(SC1C(=O)NC1=NC(=C(C(=C1C)C)OCC(=O)NC1CC1)C)C=C(C=C2)F 3-Chloro-N-(5-(2-(cyclopropylamino)-2-oxoethoxy)-3,4,6-trimethylpyridin-2-yl)-6-fluorobenzo[b]thiophen-2-carboxamid